CN1CCC(CC1)OC=1C=NC2=CC=C(C=C2N1)C1=CNC=2N=C(N=CC21)N[C@H](C(F)(F)F)C (S)-5-(3-((1-methylpiperidin-4-yl)oxy)quinoxalin-6-yl)-N-(1,1,1-trifluoropropan-2-yl)-7H-pyrrolo[2,3-d]pyrimidin-2-amine